2-(6-(4-((2-(2,4-dioxotetrahydropyrimidin-1(2H)-yl)-1-oxoisoindolin-5-yl)methyl)piperazin-1-yl)-1-oxoisoindolin-2-yl)-2-(5-fluoro-2-hydroxyphenyl)-N-(thiazol-2-yl)acetamide O=C1N(CCC(N1)=O)N1C(C2=CC=C(C=C2C1)CN1CCN(CC1)C1=CC=C2CN(C(C2=C1)=O)C(C(=O)NC=1SC=CN1)C1=C(C=CC(=C1)F)O)=O